N-(2,3-dimethyloxetan-3-yl)-1,3-diethyl-2,4-dioxoquinazoline-6-sulfonamide CC1OCC1(C)NS(=O)(=O)C=1C=C2C(N(C(N(C2=CC1)CC)=O)CC)=O